2-(4-chlorophenyl)-4-[[2-methylphenylmethylsulfonyl]oxy]-5-amino-3(2H)-furanone ClC1=CC=C(C=C1)C1OC(=C(C1=O)OS(=O)(=O)CC1=C(C=CC=C1)C)N